2-methoxy-4-(methylsulfonyl)-N-(prop-2-yn-1-yl)aniline COC1=C(NCC#C)C=CC(=C1)S(=O)(=O)C